CC1=CC(=NC=C1)CN1C(=CC2=CC=CC=C12)C(=O)[O-] 1-((4-methylpyridin-2-yl)methyl)-1H-indole-2-carboxylate